2-[4-(2-hydroxy-2-methylpropanoyl)phenoxy]ethyl 4-[(E)-3-oxo-3-phenylprop-1-enyl]benzoate O=C(/C=C/C1=CC=C(C(=O)OCCOC2=CC=C(C=C2)C(C(C)(C)O)=O)C=C1)C1=CC=CC=C1